triethyl-(2,3,4,7-tetrahydrooxepin-6-yloxy)silane C(C)[Si](OC1=CCCCOC1)(CC)CC